The molecule is a fatty acid-taurine conjugate obtained by deprotonation of the sulfonate group of N-stearoyltaurine; major species at pH 7.3. It is a conjugate base of a N-stearoyltaurine. CCCCCCCCCCCCCCCCCC(=O)NCCS(=O)(=O)[O-]